(S)-4-[4-(2-acetamido-1-methylethyl)phenylamino]-7-methoxy-6-(3-(1-tetrahydropyrrolyl)propoxy)quinazoline C(C)(=O)NC[C@@H](C)C1=CC=C(C=C1)NC1=NC=NC2=CC(=C(C=C12)OCCCN1CCCC1)OC